ClC=1C=C(C=C(C1)Cl)C1=NC(=CC(=C1)CN1CCC(CC1)CC(=O)O)OC=1C=NC(=NC1)N1CC(CC1)NC 2-(1-((2-(3,5-dichlorophenyl)-6-((2-(3-(methylamino)pyrrolidin-1-yl)pyrimidin-5-yl)oxy)pyridin-4-yl)methyl)piperidin-4-yl)acetic acid